OC1=C(N=C(N(C1=O)C)CC1=NC=CC=C1)C(=O)NC=1C=NOC1 5-hydroxy-N-(isoxazol-4-yl)-1-methyl-6-oxo-2-(pyridin-2-ylmethyl)-1,6-dihydropyrimidine-4-carboxamide